N1CCC(C(=O)OCC)CC1 Ethyl isonipecotate